N-(2-((8-(cyclohexylamino)-6-methylpyrido[3,4-d]pyrimidin-2-yl)amino)-5-(4-methyl-4H-1,2,4-triazol-3-yl)phenyl)but-2-ynamide C1(CCCCC1)NC1=NC(=CC2=C1N=C(N=C2)NC2=C(C=C(C=C2)C2=NN=CN2C)NC(C#CC)=O)C